1-iminothiolane 1-oxide N=S1(CCCC1)=O